N-vinyl-pyrrolidone, lithium salt [Li].C(=C)N1C(CCC1)=O